C1(=CC=C(C=C1)NC1=CC=CC=2C(C3=C(C=CC=C3C(C12)=O)NC1=CC=C(C=C1)C)=O)C 1,5-bis(p-tolylamino)anthracene-9,10-dione